4-(2-(2-(3-hydroxy-3-(4'-hydroxy-2'-methyl-[1,1'-biphenyl]-3-yl)propyl)-5-oxopyrazolidin-1-yl)ethyl)benzoic acid OC(CCN1N(C(CC1)=O)CCC1=CC=C(C(=O)O)C=C1)C=1C=C(C=CC1)C1=C(C=C(C=C1)O)C